OC1=CC=C(C=C1)\C(=C(/CC)\C1=CC=CC=C1)\C1=CC=C(C=C1)N1CCN(CC1)CCCCCOC=1C=C2CN(C(C2=CC1)=O)C1C(NC(CC1)=O)=O (E)-3-(5-((5-(4-(4-(1-(4-hydroxyphenyl)-2-phenylbut-1-en-1-yl)phenyl)piperazin-1-yl)pentyl)oxy)-1-oxoisoindolin-2-yl)piperidine-2,6-dione